N-[2-(4-ethoxy-phenyl)-imidazo[1,2-a]pyridin-7-yl]-methyl-amine C(C)OC1=CC=C(C=C1)C=1N=C2N(C=CC(=C2)NC)C1